ClC=1C(=CC(=C(C1)NC(CN1C=2N(C(C(=C1CC)N1CCN(CC1)C(C1=NC=CC=C1O)=O)=O)N=C(N2)N2CCOCC2)=O)C)C(F)(F)F N-(5-chloro-2-methyl-4-(trifluoromethyl)phenyl)-2-(5-ethyl-6-(4-(3-hydroxypicolinoyl)piperazin-1-yl)-2-morpholino-7-oxo-[1,2,4]triazolo[1,5-a]pyrimidin-4(7H)-yl)acetamide